ClC1=NC(=CC(=N1)NC1=NC=NC2=CC(=C(C=C12)NC(CCCC(=O)OC)=O)OC)N1CCOCC1 methyl 5-((4-((2-chloro-6-morpholinopyrimidin-4-yl) amino)-7-methoxyquinazolin-6-yl) amino)-5-oxopentanoate